ClC=1C(=CC(=C(C1)N(C(=O)[C@@H]1N(C(C2(CC2)C1)=O)C1=NC(=CC(=C1)C(F)(F)F)C)C)F)F (R)-N-(5-chloro-2,4-difluorophenyl)-N-methyl-5-(6-methyl-4-(Trifluoromethyl)pyridin-2-yl)-4-oxo-5-azaspiro[2.4]heptane-6-carboxamide